C1(CCCC1)NC1=CC=C(C=C1)[C@@H]1N(CCC[C@@H]1C(=O)NC1=CC(=C(C=C1)C)C(F)(F)F)C=1C2=C(N=CN1)C=NC=C2 (2R,3S)-2-(4-(cyclopentylamino)phenyl)-N-(4-methyl-3-(trifluoromethyl)phenyl)-1-(pyrido[3,4-d]pyrimidin-4-yl)piperidine-3-carboxamide